Cl.[Br] bromine, hydrochloride salt